3-nitro-4-[(6-oxo-7,8-dihydro-5H-1,5-naphthyridin-2-yl)amino]Benzoic acid methyl ester COC(C1=CC(=C(C=C1)NC1=NC=2CCC(NC2C=C1)=O)[N+](=O)[O-])=O